CC(C)(C)[S@@](=O)N[C@H]1CCCC=2N(C3=CC=C(C=C3C12)C)S(=O)(=O)C1=CC=C(C)C=C1 (R)-2-methyl-N-((S)-6-methyl-9-p-toluenesulfonyl-2,3,4,9-tetrahydro-1H-carbazol-4-yl)propane-2-sulfinamide